4-(3-((2-((4-(1,4-diazabicyclo[3.2.1]octan-4-yl)-2-ethylphenyl)amino)-5-(difluoromethyl)pyrimidin-4-yl)amino)propyl)-6,6-dimethyl-1,4-oxazepan-5-one N12CCN(C(CC1)C2)C2=CC(=C(C=C2)NC2=NC=C(C(=N2)NCCCN2CCOCC(C2=O)(C)C)C(F)F)CC